6-(6-(((1S,2S,3R,5R)-2-fluoro-8-azabicyclo[3.2.1]oct-3-yl)(methyl)amino)-1,2,4-triazin-3-yl)-5-hydroxy-N,N-dimethylbenzofuran-2-carboxamide F[C@H]1[C@@H]2CC[C@H](C[C@H]1N(C1=CN=C(N=N1)C1=CC3=C(C=C(O3)C(=O)N(C)C)C=C1O)C)N2